C(CCC\C=C/CCCCCCCCCCCCCCCC)(=O)O docos-5Z-enoic acid